(E)-[(4-methylphenyl)sulfonyl]methylenehydrazine CC1=CC=C(C=C1)S(=O)(=O)\C=N\N